N[C@H](C(=O)[O-])CC1CCCCC1 (S)-2-amino-3-cyclohexylpropionate